ClC1=CC=C(CNC(=O)NC2=CC=C(C=C2)OCC(=O)N2CCOCC2)C=C1 1-(4-chlorobenzyl)-3-(4-(2-morpholino-2-oxoethoxy)phenyl)urea